(E)-4-(3-(cyclopropylmethoxy)-4-(difluoromethoxy)styryl)-1-(difluoromethyl)pyridin-2(1H)-one C1(CC1)COC=1C=C(/C=C/C2=CC(N(C=C2)C(F)F)=O)C=CC1OC(F)F